O(C1=CC=CC=C1)CCC=C(C(=O)O)C.C(C(=C)C)(=O)O methacrylate (phenoxyethyl methacrylate)